N-(biphenyl-4-yl)-N-(2''-bromo-1,1':4',1''-terphenyl-4-yl)aniline C1(=CC=C(C=C1)N(C1=CC=CC=C1)C1=CC=C(C=C1)C1=CC=C(C=C1)C1=C(C=CC=C1)Br)C1=CC=CC=C1